2-amino-5-n-propyl-1,3,4-thiadiazole NC=1SC(=NN1)CCC